(R)-2-((R)-oxiran-2-ylmethoxy)propan-1-ol O1[C@H](C1)CO[C@@H](CO)C